(R)-N-(4-((7-cyano-1-methyl-2-((1-methyl-2-oxo-5-(trifluoromethyl)-1,2-dihydropyridin-3-yl)amino)-1H-imidazo[4,5-b]pyridin-6-yl)oxy)pyridin-2-yl)-2-(4-methylmorpholin-2-yl)acetamide C(#N)C1=C2C(=NC=C1OC1=CC(=NC=C1)NC(C[C@@H]1CN(CCO1)C)=O)N=C(N2C)NC=2C(N(C=C(C2)C(F)(F)F)C)=O